C1(CC1)N(C=1SC(=C(N1)C1=CC=C(C=C1)F)C#N)C1=C(N=C2SC(=CN21)C2CCNCC2)CC 2-(Cyclopropyl(6-ethyl-2-(piperidin-4-yl)imidazo[2,1-b]thiazol-5-yl)amino)-4-(4-fluorobenzeneyl)thiazole-5-carbonitrile